BrC1=CC2=CN(N=C2C=C1N1CCCC1)C1CCC(CC1)CO [4-(5-Bromo-6-pyrrolidin-1-yl-indazol-2-yl)cyclohexyl]methanol